phenyl-silicon oxide C1(=CC=CC=C1)[Si]=O